FC(C=1C(=C(C=CC1)[C@@H](C)NC=1C2=C(N=C(N1)C)N=C(C(=C2)N2C=CC=C2)OC)F)F (R)-N-(1-(3-(difluoromethyl)-2-fluorophenyl)ethyl)-7-methoxy-2-methyl-6-(pyrrol-1-yl)pyrido[2,3-d]pyrimidin-4-amine